2,2-difluoro-6-(((R)-1-phenylethyl)amino)cyclohexane FC1(CC(CCC1)N[C@H](C)C1=CC=CC=C1)F